FC=1C=CC2=C(CCCC=3N2C(=NN3)[C@@H]3CC[C@H](CC3)OC3=NC=CC=C3)C1 8-fluoro-1-[trans-4-(pyridin-2-yloxy)cyclohexyl]-5,6-dihydro-4H-[1,2,4]triazolo[4,3-a][1]benzazepin